4-methyl-8-(1H-1,2,3,4-tetrazol-5-yl)-8-azabicyclo[3.2.1]octan-2-amine hydrochloride Cl.CC1CC(C2CCC1N2C2=NN=NN2)N